S1C(=NC2=C1C=CC=C2)C2=CC1=C(C3=CC=CC=C3C(=C1C=C2)C2=CC=CC=C2)C2=CC=CC=C2 2-(benzothiazol-2-yl)-9,10-diphenylanthracene